NC1=C(C(=O)N[C@H](C)C=2C(=C(C=CC2)C(CCC2CCN(CC2)C(=O)OC(C)(C)C)(F)F)F)C=C(C(=N1)OC)N1CCOCC1 tert-butyl (R)-4-(3-(3-(1-(2-amino-6-methoxy-5-morpholinonicotinamido)ethyl)-2-fluorophenyl)-3,3-difluoropropyl)piperidine-1-carboxylate